CN(CCN)C N,N-Dimethylethane-1,2-diamine